(R)-3-amino-4-(4-cyanophenyl)-butyric acid N[C@@H](CC(=O)O)CC1=CC=C(C=C1)C#N